C(C)N1C(C(CCC1)C1=CC2=C(N=CC=C2NC=2C(=CC3=C(N=CS3)C2)F)S1)C 2-(1-Ethyl-2-methyl-3-piperidinyl)-N-(6-fluoro-1,3-benzothiazol-5-yl)thieno[2,3-b]pyridin-4-amine